2-amino-5-cyano-N-cyclopropyl-3-methylbenzamide NC1=C(C(=O)NC2CC2)C=C(C=C1C)C#N